1'-methyl-2'-oxospiro[cyclopropane-1,3'-indoline] CN1C(C2(C3=CC=CC=C13)CC2)=O